THIENO[2,3-D]PYRIMIDINE N1=CN=CC2=C1SC=C2